Ethyl 2-(2,4-dichlorophenyl)-2-oxoacetate ClC1=C(C=CC(=C1)Cl)C(C(=O)OCC)=O